F[P-](F)(F)(F)(F)F.N1(N=NC2=C1C=CC=C2)OP(N(C)C)(N(C)C)N(C)C Benzotriazole-1-yl-oxy-tris(dimethylamino)phosphine hexafluorophosphate